FC(C1=C(C=CC=C1)S(=O)(=O)ON1C(=O)C2C3C=CC(C2C1=O)C3)(F)F N-(2-trifluoromethylbenzenesulfonyloxy)bicyclo[2.2.1]hept-5-ene-2,3-dicarboximide